ethyl-maleic acid dilithium [Li].[Li].C(C)/C(/C(=O)O)=C/C(=O)O